NC1(CCN(CC1)C=1C=CC=2N(C(C=C(N2)C=2C=C3N(C=C(N=C3C)C)C2)=O)C1)C 7-(4-amino-4-methylpiperidin-1-yl)-2-(1,3-dimethylpyrrolo[1,2-a]pyrazin-7-yl)-4H-pyrido[1,2-a]pyrimidin-4-one